N[C@H](C(=O)O)CC1=CC=C(C=C1)NC(=N)N (S)-2-amino-3-(4-guanidinophenyl)propanoic acid